tert-Butyl 3-((2-chloro-4-fluorobenzyl)amino)-1-oxa-8-azaspiro[4.5]decane-8-carboxylate ClC1=C(CNC2COC3(C2)CCN(CC3)C(=O)OC(C)(C)C)C=CC(=C1)F